ONC(C(C1=CC=CC=C1)C1=C(NC2=C3C(=CC=C12)C=CC=C3)C3=CC=CC1=CC=CC=C31)=O N-hydroxy-2-(2-(naphthalen-1-yl)-1H-benzo[g]indol-3-yl)-2-phenylacetamide